C1(C=CC(C=C1)=O)=O para-benzoquinone